n-acetyldopamine CC(=O)NCCC1=CC(=C(C=C1)O)O